(E)-1-(2-Bromophenyl)-3-(3-hydroxyphenyl)prop-2-en-1-one BrC1=C(C=CC=C1)C(\C=C\C1=CC(=CC=C1)O)=O